ClC=1C=C(C=C(C1)Cl)N1[C@H](CNCC1)C (2S)-1-(3,5-Dichlorophenyl)-2-methyl-piperazine